C(C)C1(COCOC1)CC(C(=O)O)=C.C(C=C)(=O)O monoacrylate ((5-ethyl-1,3-dioxan-5-yl)methyl acrylate)